perfluoromethyl-cyclopentane FC1(C(C(C(C1(F)F)(F)F)(F)F)(F)F)C(F)(F)F